(2S,5'S)-N-(2,4-dichlorobenzyl)-5'-fluoro-3'-methyl-6',7'-dihydro-5'H-spiro[oxirane-2,8'-quinoline]-5'-carboxamide ClC1=C(CNC(=O)[C@]2(C=3C=C(C=NC3[C@]3(CC2)OC3)C)F)C=CC(=C1)Cl